FC1=C(C=C(C=N1)NC(=O)C=1C(=C(N2CCCCC12)C(C(NC(C(F)(F)F)(C)C)=O)=O)C)C N-(6-fluoro-5-methylpyridin-3-yl)-2-methyl-3-(2-oxo-2-((1,1,1-trifluoro-2-methylpropan-2-yl)amino)acetyl)-5,6,7,8-tetrahydroindolizine-1-carboxamide